C(C)[C@]12N(C=3C(=NN=C(C3)C3=C(C(=CC=C3)F)O)NC1)C[C@@H](C2)N(C2CCNCC2)CC 2-((6aR,8R)-6a-ethyl-8-(ethyl(piperidin-4-yl)amino)-5,6,6a,7,8,9-hexahydro-pyrrolo[1',2':4,5]pyrazino[2,3-c]pyridazin-2-yl)-6-fluorophenol